ClC=1C(=C(N2N=C(N=CC21)N[C@@H]2[C@@H](CN(CC2)C(=O)OC(C)(C)C)O)C2(CCC2)CC)I tert-butyl (3R,4S)-4-{[5-chloro-7-(1-ethylcyclobutyl)-6-iodopyrrolo[2,1-f][1,2,4]triazin-2-yl]amino}-3-hydroxypiperidine-1-carboxylate